4,6-dioxotetrahydropyrimidin O=C1NCNC(C1)=O